CNC(C(C)(N1N=C(C=C1)N\C(\C)=C\1/C(NC2=CN=C(C=C21)C=2C=NC=CC2C)=O)C)=O (Z)-N,2-dimethyl-2-(3-((1-(5-(4-methylpyridin-3-yl)-2-oxo-1H-pyrrolo[2,3-c]pyridin-3(2H)-ylidene)ethyl)amino)-1H-pyrazol-1-yl)propanamide